(S)-8-(2-amino-6-((R)-1-(5-chloro-3'-cyano-[1,1'-biphenyl]-2-yl)-2,2,2-trifluoroethoxy)pyrimidin-4-yl)-2,8-diazaspiro[4.5]decane-3-carboxylic acid NC1=NC(=CC(=N1)N1CCC2(C[C@H](NC2)C(=O)O)CC1)O[C@@H](C(F)(F)F)C1=C(C=C(C=C1)Cl)C1=CC(=CC=C1)C#N